CC1=C(C(=CC(=C1)C(C)(C)C)C(C)(C)C)OC(C1=CC(=C(C(=C1)C(C)(C)C)O)C(C)(C)C)=O.C(C1CO1)OC1=CC=CC2=CC3=C(C=CC=C3C=C12)OCC1CO1 1,5-bis(glycidoxy)anthracene 2-methyl-4,6-di-tert-butylphenyl-3,5-di-tert-butyl-4-hydroxybenzoate